(2-(5-cyclopropyl-3-(2,6-dichlorophenyl)isoxazol-4-yl)-1,4-dioxa-8-azaspiro[4.5]dec-8-yl)-4-fluorobenzo[d]thiazole-6-carboxylic acid C1(CC1)C1=C(C(=NO1)C1=C(C=CC=C1Cl)Cl)C1OC2(OC1)CCN(CC2)C=2SC1=C(N2)C(=CC(=C1)C(=O)O)F